tert-Butyl (3R)-3-{3-[2-(methoxymethoxy)-6-methyl-4-(trifluoromethyl)phenyl]-5,6-dihydro-7H-pyrrolo[2,3-c]pyridazin-7-yl}piperidine-1-carboxylate COCOC1=C(C(=CC(=C1)C(F)(F)F)C)C1=CC2=C(N=N1)N(CC2)[C@H]2CN(CCC2)C(=O)OC(C)(C)C